(3R*,5R*)-5-{2-[(4-sulfamoylphenyl)amino]pyrimidin-5-yl}oxolan-3-yl N-[(2S)-4,4,4-trifluorobutan-2-yl]carbamate FC(C[C@H](C)NC(O[C@H]1CO[C@H](C1)C=1C=NC(=NC1)NC1=CC=C(C=C1)S(N)(=O)=O)=O)(F)F |o1:8,11|